(R)-N-(3-fluoro-2-methyl-4-(N-(1-(piperidin-4-yl)ethyl)sulfamoyl)phenyl)-2-methylbenzamide hydrochloride Cl.FC=1C(=C(C=CC1S(N[C@H](C)C1CCNCC1)(=O)=O)NC(C1=C(C=CC=C1)C)=O)C